o-chloroPhenyl-piperazine ClC1N(CCNC1)C1=CC=CC=C1